2-(4-(4-(4-(benzo[d]thiazol-5-ylamino)quinolin-6-yl)-3-fluorophenyl)piperidin-1-yl)ethan-1-ol S1C=NC2=C1C=CC(=C2)NC2=CC=NC1=CC=C(C=C21)C2=C(C=C(C=C2)C2CCN(CC2)CCO)F